9,9-bis(4-aminophenyl)fluorene-4-carboxylic acid NC1=CC=C(C=C1)C1(C2=CC=CC=C2C=2C(=CC=CC12)C(=O)O)C1=CC=C(C=C1)N